C(CC)SC(C)(C)SCCO 2-((2-(propylthio)propan-2-yl)thio)ethan-1-ol